(S)-1-(3-((1,2,3,4-tetrahydroisoquinolin-8-yl)amino)pyrrolidin-1-yl)ethan-1-one C1NCCC2=CC=CC(=C12)N[C@@H]1CN(CC1)C(C)=O